C(C)C1=C(C=CC=C1)CO (2-ethylphenyl)methanol